ClC=1C=CC2=C(N(CN(S2(=O)=O)C(C(=O)O)C(C)C2=C(C(=CC=C2F)C)C)C([2H])([2H])[2H])C1 2-(6-chloro-4-(methyl-d3)-1,1-dioxido-3,4-dihydro-2H-benzo[e][1,2,4]thiadiazin-2-yl)-3-(6-fluoro-2,3-dimethylphenyl)butanoic acid